OC1=CC=C(C=C1)CCO p-hydroxy-beta-phenylethyl alcohol